C(C)(C)C1=C(OC2=CC=C(C=C2)O)C=CC(=C1)C 4-(2-isopropyl-4-methyl-phenoxy)-phenol